5-(Methylamino)-6-(3-methylimidazo[4,5-c]pyridin-7-yl)-3-[4-(6-oxa-3-azabicyclo[3.1.1]heptan-3-yl)anilino]pyrazin-2-carboxamid CNC=1N=C(C(=NC1C=1C2=C(C=NC1)N(C=N2)C)C(=O)N)NC2=CC=C(C=C2)N2CC1OC(C2)C1